C1(CC1)C#CC1=CC=CC=2N(CCCCC21)C2=NC=1N(C3=C2C(=CN=C3)F)C(=NN1)C 5-(6-(cyclopropylethynyl)-2,3,4,5-tetrahydro-1H-benzo[b]azepin-1-yl)-6-fluoro-1-methylpyrido[4,3-e][1,2,4]triazolo[4,3-a]pyrimidine